CC=1N=CC(=NC1)CC(=O)O (5-Methylpyrazin-2-yl)acetic acid